BrC=1N=COC1CC=1C=NN(C1)CC 4-bromo-5-((ethyl-1H-pyrazol-4-yl)methyl)oxazole